CC=1C=C(C(=O)NC2=CC=C(C=C2)[C@@H]2CNCCO2)C=CC1 |r| (RS)-3-Methyl-N-(4-(morpholin-2-yl)-phenyl)-benzamid